C(C)(C)NCCN1C(=O)N(C=2N=CN(C2C1=O)C)C 1-(2-isopropylaminoethyl)-3,7-dimethylxanthine